OCC(CO)(CCO)CCC 2-hydroxymethyl-2-propyl-1,4-butanediol